O(S(=O)(=O)C(F)(F)F)C1CC(C1)COC(F)F ((1S,3S)-3-((difluoromethoxy) methyl) cyclobutyl) triflate